BrC1=C(C(=C(C=C1OC)N(C(C)=O)CCOC)[N+](=O)[O-])NC N-(4-bromo-5-methoxy-3-(methylamino)-2-nitrophenyl)-N-(2-methoxyethyl)acetamide